C1(CC1)C(=O)N1CC=C(CC1)B1OC(C(O1)(C)C)(C)C cyclopropyl(4-(4,4,5,5-tetramethyl-1,3,2-dioxaborolan-2-yl)-5,6-dihydropyridin-1(2h)-yl)methanone